tert-butyl 4-(((4-(difluoromethyl)-6-(isoindolin-2-ylmethyl)pyridin-3-yl)oxy)methyl)piperidine-1-carboxylate FC(C1=C(C=NC(=C1)CN1CC2=CC=CC=C2C1)OCC1CCN(CC1)C(=O)OC(C)(C)C)F